COC(=O)C=1C=C2C=CC(=NC2=CC1)N1C[C@@H]2[C@H](C1)COC2 2-((3Ar,6as)-tetrahydro-1H-furo[3,4-c]pyrrol-5(3H)-yl)quinoline-6-carboxylic acid methyl ester